N[C@H](C(=O)N1C(C=2N(CC1)C(=C(N2)C2=CC(=C(C(=C2)F)F)F)NC2=NC=C(C=C2)F)(C)C)C (S)-2-amino-1-(3-((5-fluoropyridin-2-yl)amino)-8,8-dimethyl-2-(3,4,5-trifluorophenyl)-5,6-dihydroimidazo[1,2-a]pyrazin-7(8H)-yl)propan-1-one